8-hydroxy-3-({1-[(4-phenylphenyl)methyl]-1,2,3-triazacyclopent-4-yl}methyl)-1,2,3,4-tetrahydroquinazoline-2,4-dione OC=1C=CC=C2C(N(C(NC12)=O)CC1NNN(C1)CC1=CC=C(C=C1)C1=CC=CC=C1)=O